dicyclohexyl-(3,5-diisopropylphenyl)phosphonium tetramesitylborate C1(=C(C(=CC(=C1)C)C)[B-](C1=C(C=C(C=C1C)C)C)(C1=C(C=C(C=C1C)C)C)C1=C(C=C(C=C1C)C)C)C.C1(CCCCC1)[PH+](C1=CC(=CC(=C1)C(C)C)C(C)C)C1CCCCC1